6-(2,5-dichloropyrimidin-4-yl)-4-fluoro-1-isopropyl-2-methyl-1H-benzo[d]imidazole ClC1=NC=C(C(=N1)C=1C=C(C2=C(N(C(=N2)C)C(C)C)C1)F)Cl